5-Amino-1-[1,1-difluoropropan-2-yl]-3-[4-(1-[[3-(2,2-dimethylpropyl)-1,2-oxazol-5-yl]carbamoyl]ethyl)phenyl]pyrazole-4-carboxamide NC1=C(C(=NN1C(C(F)F)C)C1=CC=C(C=C1)C(C)C(NC1=CC(=NO1)CC(C)(C)C)=O)C(=O)N